2-[(4-acetylphenyl)ethynyl]-N6-methoxyadenosine C(C)(=O)C1=CC=C(C=C1)C#CC=1N=C(C=2N=CN([C@H]3[C@H](O)[C@H](O)[C@@H](CO)O3)C2N1)NOC